Mannose 6-phosphate P(=O)(O)(O)OC[C@H]([C@H]([C@@H]([C@@H](C=O)O)O)O)O